FC(C=1C=C(C=CC1)C(C(=O)N)=C)(F)F (3-(trifluoromethyl)phenyl)acrylamide